C(C)(=O)OCC1=CC=C(C=C1)NC1=C(C=CC(=N1)C1=NC=CC=C1C#N)[N+](=O)[O-] 4-((3'-cyano-5-nitro-[2,2'-bipyridin]-6-yl)amino)benzyl acetate